C(C)[C@]1(COC2=C1C=C(C=C2C(=O)NC)C(=O)NC2[C@H]1CC(C[C@@H]21)O)C2=CC=CC=C2 |o1:2| (S*)-3-Ethyl-N-((1R,3R,5S,6r)-3-hydroxybicyclo[3.1.0]hexan-6-yl)-N7-methyl-3-phenyl-2,3-dihydrobenzofuran-5,7-dicarboxamide